(3S)-3-((2S)-2-(((1,2-Diphenylethoxy)carbonyl)amino)-4-methylpentanamido)-2-oxo-4-((S)-2-oxopyrrolidin-3-yl)butanoic acid C1(=CC=CC=C1)C(CC1=CC=CC=C1)OC(=O)N[C@H](C(=O)N[C@H](C(C(=O)O)=O)C[C@H]1C(NCC1)=O)CC(C)C